N1(CCNCC1)CC1C(C1)C(=O)N 2-(piperazin-1-ylmethyl)cyclopropane-1-carboxamide